(R)-1-benzyl-6-chloro-7-(2-(((3-chloropyridin-2-yl)oxy)methyl)pyrrolidin-1-yl)-4-oxo-1,4-dihydroquinoline-3-carboxylic acid C(C1=CC=CC=C1)N1C=C(C(C2=CC(=C(C=C12)N1[C@H](CCC1)COC1=NC=CC=C1Cl)Cl)=O)C(=O)O